CNC(=S)O.C(C)N(CC)CC triethylamine methylaminothioformate